C(C)N1C(=NC=2C1=NC(=CC2)C=2C=CN1N=C(N=CC12)NC1CC(C1)O)C 3-((5-(3-ethyl-2-methyl-3H-imidazo[4,5-b]pyridin-5-yl)pyrrolo[2,1-f][1,2,4]triazin-2-yl)amino)cyclobutan-1-ol